(+-)-cis-N-(8-amino-6-chloro-2,7-naphthyridin-3-yl)-2-fluoro-cyclopropanecarboxamide NC=1N=C(C=C2C=C(N=CC12)NC(=O)[C@H]1[C@H](C1)F)Cl |r|